[CH-]1C=CC2=CC=CC=C21.Cl[Ti+](Cl)Cl trichloro(indenyl)titanium(IV)